ClC=1C=C(C=NC1N1N=CC=N1)NC(=O)[C@@H]1C[C@](C2=C1C=NC=1N2N=C(C1)F)(C=1C=NN(C1)C(F)(F)F)C (6R,8S)-N-(5-chloro-6-(2H-1,2,3-triazol-2-yl)pyridin-3-yl)-2-fluoro-8-methyl-8-(1-(trifluoromethyl)-1H-pyrazol-4-yl)-7,8-dihydro-6H-cyclopenta[e]pyrazolo[1,5-a]pyrimidine-6-carboxamide